[Si](C1=CC=CC=C1)(C1=CC=CC=C1)(C(C)(C)C)O[C@H]1C[C@@H](N(C1)C(=O)OC(C)(C)C)CCO Tert-butyl (2S,4S)-4-((tert-butyldiphenylsilyl)oxy)-2-(2-hydroxyethyl)pyrrolidine-1-carboxylate